1,1'-(((2,2'-dichloro-[1,1'-biphenyl]-3,3'-diyl)bis(6-methyl-4-oxopyrazolo[1,5-a]pyrazin-2,5(4H)-diyl))bis(ethane-2,1-diyl))bis(pyrrolidine-3-carboxylic acid) ClC1=C(C=CC=C1C1=NN2C(C(N(C(=C2)C)CCN2CC(CC2)C(=O)O)=O)=C1)C1=C(C(=CC=C1)C1=NN2C(C(N(C(=C2)C)CCN2CC(CC2)C(=O)O)=O)=C1)Cl